N[C@@H](CC)C1=CC=CC=C1 (S)-3-amino-3-phenylpropane